3,5,5-trimethyl-cyclohexane CC1CCCC(C1)(C)C